N-(2-methanesulfonylphenyl)-2-(trifluoromethyl)pyrimidine-5-carboxamide CS(=O)(=O)C1=C(C=CC=C1)NC(=O)C=1C=NC(=NC1)C(F)(F)F